BrC1=C(C=CC(=C1)Cl)N1N=NC(=C1)C(F)F 1-(2-bromo-4-chlorophenyl)-4-(difluoromethyl)-1H-1,2,3-triazole